3-[(7R,8aS)-7-(2,3-dichloro-6-hydroxyphenyl)-4-oxo-hexahydropyrrolo[1,2-a]pyrazin-2-yl]-3-oxopropanenitrile ClC1=C(C(=CC=C1Cl)O)[C@H]1C[C@@H]2N(C(CN(C2)C(CC#N)=O)=O)C1